(Z)-But-2-enedioic acid C(\C=C/C(=O)O)(=O)O